CC1=CC=C(COCO)C=C1 (4-methylbenzyloxy)methanol